C(=CC1=CC=CC=C1)CC[Si](O[Si](C=C)(C)C)(O[Si](C=C)(C)C)O[Si](C)(C)C=C styrylethyl-tris(vinyldimethylsiloxy)silane